COC(C1=C(C=CC=C1)[C@@H](C)NC1=C2C(N(C(C2=CC=C1)=O)C1C(NC(CC1)=O)=O)=O)=O ((1R)-1-((2-(2,6-dioxopiperidin-3-yl)-1,3-dioxoisoindolin-4-yl)amino)ethyl)benzoic acid methyl ester